methyl (2S,4S)-1-((3S,4R)-1-(tert-butyl)-4-(4-chlorophenyl)pyrrolidine-3-carbonyl)-4-(N-((1s,4R)-4-methylcyclohexyl)isobutyramido)pyrrolidin-2-carboxylate C(C)(C)(C)N1C[C@H]([C@@H](C1)C1=CC=C(C=C1)Cl)C(=O)N1[C@@H](C[C@@H](C1)N(C(C(C)C)=O)C1CCC(CC1)C)C(=O)OC